ClC1=CC=C(C(=N1)C(=O)O)NC(C)C=1C=2C3=C(N(C(C2C=C(C1)C)=O)C)N(N=C3)C 6-chloro-3-((1-(3,4,7-trimethyl-5-oxo-4,5-dihydro-3H-pyrazolo[3,4-c]isoquinolin-9-yl)ethyl)amino)picolinic acid